OCCCCCCOC1=CC=C(C=C1)/C=C/C(=O)C1=CC=CC=C1 (E)-3-[4-(6-Hydroxyhexoxy)phenyl]-1-phenylprop-2-en-1-one